C(C)(C)(C)OC(C(C)O[Si](C)(C)C(C)(C)C)=O 2-((tert-butyldimethylsilyl)-oxy)propanoic acid tert-butyl ester